S(N)(OC=1C=C2C(=CN(C2=CC1)C1CCN(CC1)C1CCC(CC1)=C(C)C)CCN)(=O)=O 3-(2-aminoethyl)-1-(1-(4-(propan-2-ylidene)cyclohexyl)piperidin-4-yl)-1H-indol-5-yl sulfamate